C(C)(C)C1=CC=C(C=C1)NC=1C(=NC=CN1)C1=NOC(N1)=O 3-[3-(4-isopropylphenylamino)pyrazin-2-yl]-4H-1,2,4-oxadiazol-5-one